thieno[3,2-b]-pyridin-5(4H)-one S1C=CC=2NC(C=CC21)=O